C12N(CC(NC1)CC2)C=2C1=C(N=C(N2)OC[C@H]2N(CCC2)C)C(=C(N=C1)C=1C=C(C=C(C1C1CC1)Cl)O)F 3-(4-(2,5-diazabicyclo[2.2.2]octan-2-yl)-8-fluoro-2-(((S)-1-methylpyrrolidin-2-yl)methoxy)pyrido[4,3-d]pyrimidin-7-yl)-5-chloro-4-cyclopropylphenol